BrC=1C=C(CC2=NN=CC3=CC(=C(C=C23)OC)OC)C=CC1 4-(3-bromobenzyl)-6,7-dimethoxyphthalazin